FC=1C(=C(C(=C(P(O)(=O)O)F)F)C=CC1)F tetrafluorostyrene-phosphonic acid